COC1=CC=C(\C=C/2\C(C=3C=CC(=CC3CC2)C(=O)O)=O)C=C1 (E)-6-(4-methoxybenzylidene)-5-oxo-5,6,7,8-tetrahydronaphthalene-2-carboxylic acid